2-(6,7-dichloro-2-(5-methoxypyrimidine-2-carbonyl)-1,2,3,4-tetrahydro-5H-pyrido[4,3-b]indol-5-yl)acetic acid ClC1=C(C=CC=2C3=C(N(C12)CC(=O)O)CCN(C3)C(=O)C3=NC=C(C=N3)OC)Cl